1-(2-carboxypropoyl)-2-phenylhydrazine C(=O)(O)C(C(=O)NNC1=CC=CC=C1)C